4-(6-Bromo-8-chloroquinazolin-2-yl)morpholine BrC=1C=C2C=NC(=NC2=C(C1)Cl)N1CCOCC1